FC1=CC(=CC2=C1N=C(S2)NC(=O)C2C1CC3CC(CC2C3)C1)F N-(4,6-difluoro-1,3-benzothiazol-2-yl)adamantan-2-carboxamide